(E)-2-fluoro-1-(3-(3-(3-fluorostyryl)-1H-pyrazolo[3,4-b]pyridin-1-yl)azetidin-1-yl)prop-2-en-1-one FC(C(=O)N1CC(C1)N1N=C(C=2C1=NC=CC2)\C=C\C2=CC(=CC=C2)F)=C